COC=1C=2N(C=NC1N)N=CC2C(C(F)(F)F)OC 4-Methoxy-3-(2,2,2-trifluoro-1-methoxyethyl)pyrazolo[1,5-c]pyrimidin-5-amine